(5s,7s)-7-fluoro-5-phenyl-2-[(1s,2s)-2-fluorocyclopropyl]sulfonyl-6,7-dihydro-5H-pyrrolo[1,2-b][1,2,4]triazole F[C@H]1C[C@H](N2N=C(N=C21)S(=O)(=O)[C@@H]2[C@H](C2)F)C2=CC=CC=C2